4-(bromomethyl)-7-(trifluoromethyl)quinoline BrCC1=CC=NC2=CC(=CC=C12)C(F)(F)F